7-(6-(di(4-methoxybenzyl)amino)-4-methyl-3-(trifluoromethyl)pyridin-2-yl)-8-fluoropyrido[4,3-d]pyrimidine-2,4(1H,3H)-dione COC1=CC=C(CN(C2=CC(=C(C(=N2)C2=C(C=3NC(NC(C3C=N2)=O)=O)F)C(F)(F)F)C)CC2=CC=C(C=C2)OC)C=C1